Propane-1-one-2-imine C(C(C)=N)=O